CSC1=NN=C(S1)C1CC=2C=NC=NC2C=2C1=C(ON2)C(=O)N (5-(methylthio)-1,3,4-thiadiazol-2-yl)-4,5-dihydroisoxazolo[4,3-h]quinazoline-3-carboxamide